BrC1=CC=C2CC(C=3C=CC(=C1C32)Br)=O 5,6-dibromoacenaphthone